ethyl (1R,2R)-2-(4-((1-(2-chloro-5-(trifluoromethyl)benzyl)piperidin-4-yl)methoxy)-5-cyclopropyl-2-fluorobenzoyl)cyclopentane-1-carboxylate ClC1=C(CN2CCC(CC2)COC2=CC(=C(C(=O)[C@H]3[C@@H](CCC3)C(=O)OCC)C=C2C2CC2)F)C=C(C=C1)C(F)(F)F